3-((2S)-3-(8-(3-chlorophenylsulfonyl)-1-oxa-8-azaspiro[4.5]decan-3-ylamino)-2-hydroxypropoxy)-N-methylbenzenesulfonamide ClC=1C=C(C=CC1)S(=O)(=O)N1CCC2(CC(CO2)NC[C@@H](COC=2C=C(C=CC2)S(=O)(=O)NC)O)CC1